tetracyclo[6.2.1.13,6.02,7]dodeca-4-en C12C3C4C=CC(C3C(CC1)C2)C4